N2-(2-(1-(Cyclopropylsulfonyl)-1H-pyrazol-4-yl)pyrimidin-4-yl)-N4-isopropyl-5-((tetrahydro-2H-pyran-4-yl)ethynyl)pyridine-2,4-diamine C1(CC1)S(=O)(=O)N1N=CC(=C1)C1=NC=CC(=N1)NC1=NC=C(C(=C1)NC(C)C)C#CC1CCOCC1